((2S,3R)-4-Isobutylamino-3-hydroxy-1-phenylbutan-2-yl)carbamic acid tert-butyl ester C(C)(C)(C)OC(N[C@@H](CC1=CC=CC=C1)[C@@H](CNCC(C)C)O)=O